Cl.N1CC(OCC1)C(=O)N morpholine-2-carboxamide, hydrochloride